CC=1C=C2C(C(C(C2=CC1)=O)=O)=O 5-methyl-indantrione